(rac)-(2s,4s)-2-(6-(4-Methyl-3-(trifluoromethoxy)phenyl)-3-azabicyclo[4.1.0]heptane-3-carbonyl)-7-oxa-5-azaspiro[3.4]octan-6-one CC1=C(C=C(C=C1)C12CCN(CC2C1)C(=O)C1CC2(C1)NC(OC2)=O)OC(F)(F)F